BrCC(C(=O)OC(CCCCC(=O)O)(C)C)CBr 6-((3-bromo-2-(bromomethyl)propionyl)oxy)-6-methylheptanoic acid